BrC=1COC2=CC(=CC=C2C1C1=CC=C(C=C1)O[C@@H]1CN(CC1)CCCF)O (S)-3-bromo-4-(4-((1-(3-fluoropropyl)pyrrolidin-3-yl)oxy)phenyl)-2H-chromen-7-ol